COC1=CC=C(C=C1)CN(C1=NC=CC=C1CN(CCO)C1=NC(=NC2=C(C(=C3C(=C12)NN=C3C)Br)F)Cl)CC3=CC=C(C=C3)OC 2-{[(2-{bis[(4-methoxyphenyl)methyl]amino}pyridin-3-yl)methyl](4-bromo-7-chloro-5-fluoro-3-methyl-1H-pyrazolo[3,4-f]quinazolin-9-yl)amino}ethan-1-ol